4'-(pyridine-2,6-diyl-bis(1H-1,2,3-triazole-4,1-diyl))dibenzoic acid N1=C(C=CC=C1C=1N=NN(C1)C1=C(C(=O)O)C=CC=C1)C=1N=NN(C1)C1=C(C(=O)O)C=CC=C1